C(C)(=O)C1=C(C=C(C=C1F)Br)N(C(C(=O)OCC)=O)C(C)C ethyl 2-((2-acetyl-5-bromo-3-fluorophenyl) (isopropyl) amino)-2-oxoacetate